oxazol-5-ylmethyl (4-(2-(piperidin-4-yl)ethyl)phenyl)carbamate N1CCC(CC1)CCC1=CC=C(C=C1)NC(OCC1=CN=CO1)=O